dimethylsilylenebis(2-(5-trimethylsilyl-2-furyl)-4,5-dimethylcyclopentadienyl)zirconium dichloride [Cl-].[Cl-].C[Si](=[Zr+2](C1C(=CC(=C1C)C)C=1OC(=CC1)[Si](C)(C)C)C1C(=CC(=C1C)C)C=1OC(=CC1)[Si](C)(C)C)C